1-(2-chlorophenyl)-(R)-1-methoxymethoxypropyl-(R)-2-propylcarbamate ClC1=C(C=CC=C1)C[C@@H](C)N(C([O-])=O)[C@@H](CC)OCOC